FC(OC1=CC=C(C=C1)S(=O)(=O)Cl)(F)F 4-(trifluorometh-oxy)benzene-sulfonyl chloride